F[B-](F)(F)F.C[S+](C1=CC=CC=C1)C1=CC=CC=C1 Methyl-(diphenyl)sulfonium fluoroborate